ethyl 1-benzyl-5-chloro-4-(2-methoxyethyl)-1H-pyrazole-3-carboxylate C(C1=CC=CC=C1)N1N=C(C(=C1Cl)CCOC)C(=O)OCC